C(C=C)(=O)N1CC(CC1)C=1C=C(N2C=NC=CC21)C2=C(C=C(C(=O)NC1=NC=CC(=C1)C#N)C=C2)F 4-(5-(1-propenoylpyrrolidin-3-yl)pyrrolo[1,2-c]pyrimidin-7-yl)-N-(4-cyanopyridin-2-yl)-3-fluorobenzamide